C(#N)CN(CC#N)CCC=O 2-[(CYANOMETHYL)(3-OXOPROPYL)AMINO]ACETONITRILE